CN1C(C(=CC=C1)C#N)=O N-methyl-3-cyano-2-pyridone